C(C)OC(=O)[C@@H]1C[C@H](CCC1)OC1=NC=C(N=C1)C1=C(C(=NO1)C)CO |r| (±)-trans-3-((5-(4-(hydroxymethyl)-3-methylisoxazol-5-yl)pyrazin-2-yl)oxy)cyclohexanecarboxylic acid ethyl ester